3-(trifluoromethyl)-1,2,4-triazolo[4,3-a]pyrazine FC(C1=NN=C2N1C=CN=C2)(F)F